1,2-Distearoyl-sn-glycero-3-phospho-L-serine C(CCCCCCCCCCCCCCCCC)(=O)OC[C@@H](OC(CCCCCCCCCCCCCCCCC)=O)COP(=O)(O)OC[C@H](N)C(=O)O